C(C)(C)(C)OC(CC1(CCN(CC1)C1=C(C=C(C=C1F)N)F)O)=O 2-(1-(4-amino-2,6-difluorophenyl)-4-hydroxypiperidin-4-yl)acetic acid tert-butyl ester